BrC=1C=CC2=C(S(CC2=O)(=O)=O)C1 6-bromobenzo[b]thiophen-3(2H)-one-1,1-dioxide